(S)-1-((3R,4S,5S)-4-((S)-2-((S)-2-(dimethylamino)-3-methylbutanoyl)-N,3-dimethylbutylamino)-3-methoxy-5-methylheptanoyl)pyrrolidin-2-yl-3-methoxy-2-methylpropanoic acid CN([C@H](C(=O)[C@H](CN(C)[C@H]([C@@H](CC(=O)N1C(CCC1)[C@](C(=O)O)(COC)C)OC)[C@H](CC)C)C(C)C)C(C)C)C